4-amino-6-(4-hydroxypent-1-yn-1-yl)-N-(4-(methoxymethyl)phenyl)-7-(1-methylcyclopropyl)-7H-pyrrolo[2,3-d]pyrimidine-5-carboxamide NC=1C2=C(N=CN1)N(C(=C2C(=O)NC2=CC=C(C=C2)COC)C#CCC(C)O)C2(CC2)C